ClC1=C(C(=O)NC(=O)NC2=C(C=C(C=C2)Cl)C)C(=CC=C1)Cl N-(2,6-dichlorobenzoyl)-N'-(2-methyl-4-chlorophenyl)urea